8,8'-(((1R,2R)-2-(2-hydroxyethyl)cyclohexyl)azanediyl)bis-(N,N-didecyloctan-amide) OCC[C@@H]1[C@@H](CCCC1)N(CCCCCCCC(=O)N(CCCCCCCCCC)CCCCCCCCCC)CCCCCCCC(=O)N(CCCCCCCCCC)CCCCCCCCCC